methoxy-7-morpholino-5-(3-(m-tolyl)-1H-pyrazol-1-yl)pyrazolo[1,5-a]pyrimidine-2-carboxamide COC=1C(=NN2C1N=C(C=C2N2CCOCC2)N2N=C(C=C2)C=2C=C(C=CC2)C)C(=O)N